FC=1C=CC(=C(C1)C=1C=C2C(=NN(C2=CC1)C)CNC)OCCC=1C(=NN(C1C)C)C 1-(5-(5-fluoro-2-(2-(1,3,5-trimethyl-1H-pyrazol-4-yl)ethoxy)phenyl)-1-methyl-1H-indazol-3-yl)-N-methylmethanamine